methyl (S)-3-(2-(2-methoxy-2-oxoethyl)-1,2,3,4-tetrahydronaphthalen-2-yl)propanoate COC(C[C@]1(CC2=CC=CC=C2CC1)CCC(=O)OC)=O